CC(C)CNC1=NC2=C(C(=O)N1)N=CN2[C@H]3C[C@@H]([C@H](O3)CO)O N2-isobutyryl-2'-deoxyguanosine